N-((2-(6-(7-methyl-2,7-diazaspiro[4.5]decan-2-yl)pyridin-2-yl)-1,6-naphthyridin-7-yl)methyl)-5-(methylsulfonyl)nicotinamide CN1CC2(CCN(C2)C2=CC=CC(=N2)C2=NC3=CC(=NC=C3C=C2)CNC(C2=CN=CC(=C2)S(=O)(=O)C)=O)CCC1